C(=O)[C@H]1N(CCC1)C(=O)OC(C)(C)C t-butyl (2S)-2-formylpyrrolidine-1-carboxylate